FC1=C(C=C(C=C1)F)C1=NN2C(NCC(C2)C#N)=C1C1=NN(C(C=C1)=O)C1=C(C=CC=C1)C 2-(2,5-Difluorophenyl)-3-[1-(2-methylphenyl)-6-oxo-1,6-dihydropyridazin-3-yl]-4,5,6,7-tetrahydropyrazolo[1,5-a]pyrimidine-6-carbonitrile